FC1=C2CN(CC2=CC(=C1)F)C(=O)NC1=CC=C(C=C1)C=1CCN(CC1)C(C(C)(C)O)=O 4,6-DIFLUORO-N-(4-(1-(2-HYDROXY-2-METHYL-PROPANOYL)-1,2,3,6-TETRAHYDROPYRIDIN-4-YL)PHENYL)ISOINDOLINE-2-CARBOXAMIDE